3-[3-(diethylamino)propylamino]propionitrile C(C)N(CCCNCCC#N)CC